O[C@H]1CN(C[C@H]1NC1=C2C(=C(N=N1)C1=CC=C(C=C1)C(F)(F)F)N=CC=C2)C(C=C)=O 1-((3S,4R)-3-hydroxy-4-((8-(4-(trifluoromethyl)phenyl)pyrido[2,3-d]pyridazin-5-yl)amino)pyrrolidin-1-yl)prop-2-en-1-one